NCC1(CCN(CC1)C=1C(NC(=CN1)SC1=C(C(=CC=C1)Cl)Cl)=O)O 3-(4-(aminomethyl)-4-hydroxypiperidin-1-yl)-6-((2,3-dichlorophenyl)thio)pyrazin-2(1H)-one